OCC1C2CCC#CCCC12 9-(hydroxymethyl)bicyclo[6.1.0]non-4-yne